CN1C=CC(=C1)C(C1=C(C=CC(=C1)C(C)C)O)=O methyl-4-(2-hydroxy-5-isopropylbenzoyl)-1H-pyrrole